tert-Butyl 3-(4-(N-(2-(tert-butoxycarbonylamino)acetoxy)carbamimidoyl) thiazole-2-carbonyl)-1H-indole-1-carboxylate C(C)(C)(C)OC(=O)NCC(=O)ONC(=N)C=1N=C(SC1)C(=O)C1=CN(C2=CC=CC=C12)C(=O)OC(C)(C)C